4-[(1S,3S)-3-(2-cyclopentyl-1,3-thiazol-4-yl)-2,2-dimethylcyclopropyl]benzenesulfonamide C1(CCCC1)C=1SC=C(N1)[C@@H]1C([C@H]1C1=CC=C(C=C1)S(=O)(=O)N)(C)C